C(C)(C)C=1C(=CC(=NC1)S(=O)(=O)C)OC=1C(=NC(=NC1)N)N 5-((5-isopropyl-2-(methylsulfonyl)pyridin-4-yl)oxy)pyrimidine-2,4-diamine